N-[4-mono(4-dibenzofuranyl)phenyl][1,1'-biphenyl]-4-monoamine C1=CC=C(C=2OC3=C(C21)C=CC=C3)C3=CC=C(C=C3)NC3=CC=C(C=C3)C3=CC=CC=C3